(1-(7-ethyl-1,2,3,4-tetrahydroquinolin-5-yl)cyclopropyl)-2-methylbenzamide C(C)C1=CC(=C2CCCNC2=C1)C1(CC1)C=1C(=C(C(=O)N)C=CC1)C